O1CC(CC1)CC(=O)O (tetrahydro-furan-3-yl)-acetic acid